O=C1NC(CCC1N1C(C2=CC=C(C=C2C1=O)N([C@H]1C2C=CC([C@H]1NC)C2)C)=O)=O 2-(2,6-dioxopiperidin-3-yl)-5-(methyl((2S,3R)-3-(methylamino)bicyclo[2.2.1]hept-5-en-2-yl)amino)isoindoline-1,3-dione